ClC1=C(C=C(C=C1)N1C(C=CCC12CCN(CC2)C(=O)OC(C)(C)C)=O)F tert-butyl 1-(4-chloro-3-fluorophenyl)-2-oxo-1,9-diazaspiro[5.5]undec-3-ene-9-carboxylate